ClC=1C(=C(C=C(C1)F)[C@H](C)N1C(C(N(C(C1)C)C)=O)=O)CCl 1-((s)-1-(3-chloro-2-(chloromethyl)-5-fluorophenyl)ethyl)-4,5-dimethylpiperazine-2,3-dione